D-6-chloro-1-(2,6-dimethoxyphenyl)-2-propoxy-1H-imidazo[4,5-b]pyrazine ClC1=CN=C2C(=N1)N(C(=N2)OCCC)C2=C(C=CC=C2OC)OC